FC=1C(=C(C=O)C=C(C1)C=1SC(=NN1)C1=CC=C(C=C1)N1CCCC1)O 3-fluoro-2-hydroxy-5-(5-(4-(pyrrolidin-1-yl)phenyl)-1,3,4-thiadiazol-2-yl)benzaldehyde